ClC1=NC=C(C(=C1)C1=C(C=NC(=C1)C)C(=O)NC1=NN=C(S1)C1CC2(CN(C2)C(=O)OC(C)(C)C)C1)OC tert-butyl 6-(5-(2'-chloro-5'-methoxy-6-methyl-(4,4'-bipyridine)-3-carboxamido)-1,3,4-thiadiazol-2-yl)-2-azaspiro(3.3)heptane-2-carboxylate